(R)-5-((5R,7R,8R,9S,10S,13R,14S,17R)-7-acetoxy-10,13-dimethyl-3-oxohexadecahydro-1H-cyclopenta[a]phenanthren-17-yl)hexanoic acid C(C)(=O)O[C@@H]1C[C@@H]2CC(CC[C@@]2([C@H]2CC[C@@]3([C@H](CC[C@H]3[C@H]12)[C@@H](CCCC(=O)O)C)C)C)=O